ClC=1C=CC=C2C(C=C(OC12)C1=C(OCCO[C@H]2C[C@H](C2)C(=O)OC)C=C(C(=C1)[N+](=O)[O-])C(C(=O)OC)(C)C)=O cis-methyl 3-[2-[2-(8-chloro-4-oxo-chromen-2-yl)-5-(2-methoxy-1,1-dimethyl-2-oxo-ethyl)-4-nitro-phenoxy]ethoxy]cyclobutanecarboxylate